(3-chloro-4-(5-(2,3-dihydrofuro[2,3-b]pyridin-4-yl)pyridin-3-yl)phenyl)(4-hydroxypiperidin-1-yl)methanone ClC=1C=C(C=CC1C=1C=NC=C(C1)C1=C2C(=NC=C1)OCC2)C(=O)N2CCC(CC2)O